2-methoxy-4-methylisophthalaldehyde COC1=C(C=O)C=CC(=C1C=O)C